4-(3-chloro-2-ethynylphenyl)-dibenzofuran ClC=1C(=C(C=CC1)C1=CC=CC2=C1OC1=C2C=CC=C1)C#C